6-[8-(2-hydroxyethyl)-2-methyl-imidazo[1,2-b]pyridazin-6-yl]-2-(4-piperidyl)isoquinolin-1-one OCCC=1C=2N(N=C(C1)C=1C=C3C=CN(C(C3=CC1)=O)C1CCNCC1)C=C(N2)C